3-chloro-N-(1-(5-(3-cyano-6-(2-hydroxy-2-methylpropoxy)pyrazolo[1,5-a]pyridin-4-yl)pyridin-2-yl)-4-methylpiperidin-4-yl)benzamide ClC=1C=C(C(=O)NC2(CCN(CC2)C2=NC=C(C=C2)C=2C=3N(C=C(C2)OCC(C)(C)O)N=CC3C#N)C)C=CC1